ClC1=C(C=C(C(=C1)Cl)Cl)S(=O)(=O)[O-].[K+] potassium 2,4,5-trichlorobenzenesulfonate